6-((endo-8-Azabicyclo[3.2.1]octan-3-yl)oxy)-N-(2-fluoro-3-methyl-4-((1-methyl-1H-benzo[d]imidazol-5-yl)oxy)phenyl)-pyrido[3,4-d]pyrimidin-4-amine C12CC(CC(CC1)N2)OC2=CC1=C(N=CN=C1NC1=C(C(=C(C=C1)OC1=CC3=C(N(C=N3)C)C=C1)C)F)C=N2